ethylindoline-5-sulfonyl chloride C(C)N1CCC2=CC(=CC=C12)S(=O)(=O)Cl